N-(3-cyano-4-methyl-1H-indazol-7-yl)-1-[(1R)-1-(fluoromethyl)-2-hydroxyethyl]pyrazole-4-sulfonamide C(#N)C1=NNC2=C(C=CC(=C12)C)NS(=O)(=O)C=1C=NN(C1)[C@H](CO)CF